5-(4-fluorophenyl)-1H-pyrrole-3-carbaldehyde FC1=CC=C(C=C1)C1=CC(=CN1)C=O